(5-amino-8-chloroquinolin-6-yl)-[7-chloro-2-(oxan-2-yl)indazol-4-yl]methanone NC1=C2C=CC=NC2=C(C=C1C(=O)C=1C2=CN(N=C2C(=CC1)Cl)C1OCCCC1)Cl